C1=CC=CC=2C3=CC=CC=C3N(C12)C1=CC=C(C=C1)C1=CC=C(C=C1)N1C2=CC=CC=C2C=2C=CC=CC12 bis(N-carbazolyl)-1,1'-biphenyl